ClC1=NC=CC2=C1C(=CN2)C2=NC(=NC(=C2)OC2CCC(CC2)C(F)(F)F)C 4-{4-chloro-1H-pyrrolo[3,2-c]pyridin-3-yl}-2-methyl-6-{[(1r,4r)-4-(trifluoro-methyl)cyclohexyl]oxy}pyrimidine